CN(C=1N=CC(=NC1)C=1C=C2C=CN=CC2=CC1O)C1CCNCC1 6-(5-(methyl(piperidin-4-yl)amino)pyrazin-2-yl)isoquinolin-7-ol